5-(5-cyano-6-(ethyl(2-hydroxyethyl)amino)pyridin-3-yl)-2-fluoro-4-methyl-N-(1H-pyrazol-3-yl)benzamide C(#N)C=1C=C(C=NC1N(CCO)CC)C=1C(=CC(=C(C(=O)NC2=NNC=C2)C1)F)C